C(C)(=O)O\N=C(/C)\C=1C=C(C=CC1O)C1(CC1)C(=O)OC (E)-Methyl 1-(3-(1-(acetoxyimino)ethyl)-4-hydroxyphenyl)cyclopropanecarboxylate